1-(tert-butoxycarbonyl)-3-azetidinone C(C)(C)(C)OC(=O)N1CC(C1)=O